C(C)(C)(C)OC(=O)C=1C(N(C=CC1C(=O)O)C1CCN(CC1)C(=O)OC(C)(C)C)=O (tert-Butoxycarbonyl)-1-(1-(tert-Butoxycarbonyl)piperidin-4-yl)-2-oxo-1,2-dihydroPyridine-4-carboxylic acid